tert-Butyl (S)-(4-cyano-2,3-dihydro-1H-inden-1-yl)carbamate C(#N)C1=C2CC[C@@H](C2=CC=C1)NC(OC(C)(C)C)=O